N1C=CC2=CC(=CC=C12)N1N=C(C=C1C)C(=O)O 1-(1H-indol-5-yl)-5-methyl-1H-pyrazole-3-carboxylic acid